(5-(cyclohex-1-en-1-yl)pyrazin-2-yl)methanamine C1(=CCCCC1)C=1N=CC(=NC1)CN